FC=1C=C(C=CC1F)NC(=O)N1CC=2C(CC1)=NOC2C(=O)N[C@@H](C(F)(F)F)C N5-(3,4-difluorophenyl)-N3-[(2R)-1,1,1-trifluoropropan-2-yl]-4H,5H,6H,7H-[1,2]oxazolo[4,3-c]pyridine-3,5-dicarboxamide